[2-oxo-2-(2-pyridylmethylcarbamoylamino) ethyl] 4-[(4-methyl-2-oxo-chromen-7-yl)oxymethyl]benzoate CC1=CC(OC2=CC(=CC=C12)OCC1=CC=C(C(=O)OCC(NC(NCC2=NC=CC=C2)=O)=O)C=C1)=O